(2s,4r)-N-(3-chloro-4-fluorophenyl)-4-cyano-4-fluoro-N-methyl-1-[6-methyl-4-(trifluoromethyl)pyridin-2-yl]Pyrrolidine-2-carboxamide ClC=1C=C(C=CC1F)N(C(=O)[C@H]1N(C[C@@](C1)(F)C#N)C1=NC(=CC(=C1)C(F)(F)F)C)C